NC=1C=2N(C3=CC(=C(C=C3N1)F)C(=O)N(C=1C=NN(C1)C)CC1=C(C=C(C=C1)C=1C=NN(C1)C(F)(F)F)F)C=NC2 4-amino-7-fluoro-N-(2-fluoro-4-(1-(trifluoromethyl)-1H-pyrazol-4-yl)benzyl)-N-(1-methyl-1H-pyrazol-4-yl)imidazo[1,5-a]quinoxaline-8-carboxamide